(E)-methyl 2-cyano-2-(6-oxaspiro[4.6]undecan-10-ylidene)acetate C(#N)\C(\C(=O)OC)=C/1\CCCOC2(CCCC2)C1